1-methyl-3-carbonylcyclobutane-1-carbonitrile CC1(CC(C1)=C=O)C#N